(S)-N-((5-fluoro-2-(2-methoxy-7-methylquinoxalin-5-yl)-7,8-dihydrobenzofuro[5,4-d]thiazol-7-yl)methyl)morpholine-4-carboxamide FC1=CC=2N=C(SC2C=2C[C@H](OC21)CNC(=O)N2CCOCC2)C2=C1N=CC(=NC1=CC(=C2)C)OC